C(#N)C(=C)C(=O)N(CC)CC 2-cyano-3-(diethylamino)-3-oxoprop-1-en